NCC(=O)NC=1SC=C(N1)C1=CC=C2C=CC(N(C2=C1)C)=O 2-amino-N-(4-(1-methyl-2-oxo-1,2-dihydro-quinolin-7-yl)thiazol-2-yl)acetamide